4-amino-N-methyl-N-((4S)-7-(trifluoromethyl)-3,4-dihydro-1H-2-benzopyran-4-yl)-1,3-dihydrofuro[3,4-c][1,8]naphthyridine-8-carboxamide NC1=NC=2N=CC(=CC2C2=C1COC2)C(=O)N([C@@H]2COCC1=C2C=CC(=C1)C(F)(F)F)C